5-(2-(((R)-1-(2-aminopyridin-3-yl)ethyl)amino)ethoxy)-2,6-dichloro-8-fluoro-7-(6-fluoro-1-methyl-1H-indazol-7-yl)quinazolin-4-ol NC1=NC=CC=C1[C@@H](C)NCCOC1=C2C(=NC(=NC2=C(C(=C1Cl)C=1C(=CC=C2C=NN(C12)C)F)F)Cl)O